CN1C(CNCC1)CCN 2-(N-methylpiperazinyl)ethylamine